(3-(3-(6-fluoronaphthalene-1-yl)azetidin-1-yl)-5-(methoxymethyl)-4H-1,2,4-triazole-4-yl)-2-methoxypyridine hydrochloride Cl.FC=1C=C2C=CC=C(C2=CC1)C1CN(C1)C1=NN=C(N1C=1C(=NC=CC1)OC)COC